ClC1=CC=C(C=C1)NC(=O)NC1=CC(=CC=C1)OC1=C2C(=NC=C1)NC(N2)=O 1-(4-chlorophenyl)-3-(3-(2-oxo-2,3-dihydro-1H-imidazo[4,5-b]pyridin-7-yloxy)phenyl)urea